N1CCCCCC1.N1CCCCCC1 homopiperidine (hexamethyleneimine)